(S)-3-(3-fluoro-4-methylphenyl)-N-(2-methoxy-5-(trifluoromethyl)pyridin-3-yl)-3-(1,2,4-thiadiazol-5-yl)pyrrolidine-1-carboxamide FC=1C=C(C=CC1C)[C@@]1(CN(CC1)C(=O)NC=1C(=NC=C(C1)C(F)(F)F)OC)C1=NC=NS1